2-((3R,4R)-4-(((6-(cyclopropyl(4-(trifluoromethyl)benzyl)amino)-5-fluoropyrimidin-4-yl)amino)methyl)-3-hydroxy-3-methylpiperidin-1-yl)acetamide C1(CC1)N(C1=C(C(=NC=N1)NC[C@@H]1[C@@](CN(CC1)CC(=O)N)(C)O)F)CC1=CC=C(C=C1)C(F)(F)F